((2R,3S,4R,5S)-5-(1-(2,2-difluorocyclopropyl)-2,4-dioxo-1,2,3,4-tetrahydropyrimidin-5-yl)-3,4-dihydroxytetrahydrofuran-2-yl)methyltetraphosphoric acid FC1(C(C1)N1C(NC(C(=C1)[C@H]1[C@@H]([C@@H]([C@H](O1)COP(=O)(O)OP(=O)(O)OP(=O)(O)OP(=O)(O)O)O)O)=O)=O)F